N-(2-(1H-pyrazol-4-yl)benzyl)-2-chloro-9-isopropyl-9H-purin-6-amine N1N=CC(=C1)C1=C(CNC2=C3N=CN(C3=NC(=N2)Cl)C(C)C)C=CC=C1